NC(C)(C)C1=CC(=NC(=C1)C1=CC=C(C=C1)F)OC1[C@@H]2CN(C[C@H]12)C(=O)C1=C(N=C(S1)C=1OC=CN1)C(F)F ((1R,5S,6s)-6-((4-(2-aminopropan-2-yl)-6-(4-fluorophenyl)pyridin-2-yl)oxy)-3-azabicyclo[3.1.0]hexan-3-yl)(4-(difluoromethyl)-2-(oxazol-2-yl)thiazol-5-yl)methanone